trimethoxy-[3-(oxiranyl-2-ylmethoxy)propyl]silane tert-butyl-(3R)-3-{[(4-cyanopyridin-3-yl)oxy]methyl}morpholine-4-carboxylate C(C)(C)(C)OC(=O)N1[C@H](COCC1)COC=1C=NC=CC1C#N.CO[Si](CCCOC=C1OC1)(OC)OC